tert-butyl ((10,11-dihydrobenzo[6,7]oxepino[3,2-b]pyridin-10-yl)methyl)carbamate N1=C2C(=CC=C1)OC1=C(C(C2)CNC(OC(C)(C)C)=O)C=CC=C1